rac-(3aS,7aR)-1-(6-chloro-5-methyl-pyridazin-3-yl)-6-isopropyl-3,3a,4,5,7,7a-hexahydro-2H-pyrrolo[2,3-c]pyridine ClC1=C(C=C(N=N1)N1CC[C@H]2[C@@H]1CN(CC2)C(C)C)C |r|